2-(2,6-dioxopiperidin-3-yl)-4-((5-(4-(5-((7-(thiazol-5-yl)pyrrolo[2,1-f][1,2,4]triazin-2-yl)amino)pyridin-2-yl)piperazin-1-yl)pentyl)oxy)isoindoline-1,3-dione O=C1NC(CCC1N1C(C2=CC=CC(=C2C1=O)OCCCCCN1CCN(CC1)C1=NC=C(C=C1)NC1=NN2C(C=N1)=CC=C2C2=CN=CS2)=O)=O